[N+](=O)([O-])CC(=O)OC Methyl Nitroacetate